CC(=O)N(CCCC[C@@H](C(=O)[O-])NC(=O)CC(CC(=O)N[C@@H](CCCCN(C(=O)C)O)C(=O)[O-])(C(=O)[O-])O)O The molecule is a tricarboxylate arising from deprotonation of the three carboxylic acid groups of aerobactin; major species at pH 7.3. It is a conjugate base of an aerobactin.